C(=O)(OC(C)(C)C)N[C@@H](CC1=CC=CC=C1)C(=O)O N-Boc-phenylalanine